(3R,4S)-3-Cyclopropyl-1-(3-fluoro-6-(1-(oxetan-3-yl)-1H-pyrazol-4-yl)pyrazolo[1,5-a]pyrazin-4-yl)-4-methyl-2-oxopyrrolidine-3-carbonitrile C1(CC1)[C@]1(C(N(C[C@H]1C)C=1C=2N(C=C(N1)C=1C=NN(C1)C1COC1)N=CC2F)=O)C#N